C1(=CC=CC=C1)CC(=O)OC[C@H]1O[C@@]([C@@H]2OC(O[C@@H]21)(C)C)(C#N)C2=CC=C1C(=NC=NN12)N ((3aR,4R,6R,6aR)-6-(4-aminopyrrolo[2,1-f][1,2,4]triazin-7-yl)-6-cyano-2,2-dimethyltetrahydrofuro[3,4-d][1,3]dioxol-4-yl)methyl 2-phenylacetate